5-chloro-1-(tetrahydro-2H-pyran-2-yl)-1H-indazole-4-carbaldehyde ClC1=C(C=2C=NN(C2C=C1)C1OCCCC1)C=O